O=C1NC(CCC1N1C(C2=CC=C(C=C2C1=O)SCCCCCN1CCC(CC1)C1=CC=C(C(=O)N2CCC(CC2)CCCCNC(\C=C\C=2C=NC=CC2)=O)C=C1)=O)=O (E)-N-(4-(1-(4-(1-(5-((2-(2,6-dioxopiperidin-3-yl)-1,3-dioxoisoindolin-5-yl)thio)pentyl)piperidin-4-yl)benzoyl)piperidin-4-yl)butyl)-3-(pyridin-3-yl)acrylamide